C(C1=CC=CC=C1)#N.[F] fluorine Benzonitrile